6-chloro-1-methyl-4-[4-(5-methyl-1,3-benzoxazol-2-yl)piperidin-1-yl]-2-oxo-7-{[(3R)-oxolane-3-yl]oxy}-1,2-dihydroquinoline-3-carboxamide ClC=1C=C2C(=C(C(N(C2=CC1O[C@H]1COCC1)C)=O)C(=O)N)N1CCC(CC1)C=1OC2=C(N1)C=C(C=C2)C